C(C)(C)(C)S(=O)NC(C)C1=NC(=CC(=C1)NC(OC(C)(C)C)=O)C1(CC1)C tert-butyl (2-(1-((tert-butylsulfinyl)amino)ethyl)-6-(1-methylcyclopropyl)pyridin-4-yl)carbamate